C=1C(=CCN2C1C1=CC=CC=C1C=C2)OC(C(C(C)C)N)=O.FC2=C(OC1=CC=C(C(=O)N)C=C1)C=CC(=C2)CN2C(CCC2)C=2C(=NN(C2)C)OC 4-(2-fluoro-4-{[2-(3-methoxy-1-methyl-1H-pyrazol-4-yl)pyrrolidin-1-yl]Methyl}phenoxy)benzamide pyrido[2,1-a]isoquinolin-2-yl-2-amino-3-methylbutanoate